F[C@@H]1CN(CC1)C1=NC=C(C=N1)B1OC(C(O1)(C)C)(C)C (S)-2-(3-fluoropyrrolidin-1-yl)-5-(4,4,5,5-tetramethyl-1,3,2-dioxaborolan-2-yl)pyrimidine